BrC1=CC=C(CNC2=CC=CC=C2)C=C1 N-(4-Bromobenzyl)aniline